3-(3',4',5'-Trichloro-[1,1'-biphenyl]-3-yl)propionitrile ClC=1C=C(C=C(C1Cl)Cl)C1=CC(=CC=C1)CCC#N